N-(4-(trifluoromethyl)benzyl)-propan-2-amine FC(C1=CC=C(CNC(C)C)C=C1)(F)F